(2R,3S,4R,5R,6R)-5-acetamido-2-(acetoxymethyl)-6-chlorotetrahydro-2H-pyran-3,4-diyl diacetate C(C)(=O)O[C@@H]1[C@H](O[C@@H]([C@@H]([C@H]1OC(C)=O)NC(C)=O)Cl)COC(C)=O